(E)-13-Docosenoic acid C(CCCCCCCCCCC\C=C\CCCCCCCC)(=O)O